tert-Butyl N-[1-[(4,8-difluoro-6-formyl-6,7-dihydro-5H-cyclopenta[f]benzotriazol-1-yl)methyl]cyclopropyl]carbamate FC1=C2C(=C(C=3N(N=NC31)CC3(CC3)NC(OC(C)(C)C)=O)F)CC(C2)C=O